tert-Butyl (3R,4R)-3-(dimethylamino)-4-hydroxypyrrolidine-1-carboxylate CN([C@@H]1CN(C[C@H]1O)C(=O)OC(C)(C)C)C